C(C1=CC=CC=C1)N1CCN(C12COC2)C(=O)C2=C(C=O)C=CC=C2 (8-benzyl-2-oxa-5,8-diazaspiro[3.4]octane-5-carbonyl)benzaldehyde